C(CCCCCCCC)(=O)OCC(CC(=O)O[C@H]1C[NH2+]C[C@H]1OC(CC(COC(CCCCCCCC)=O)COC(CCCCCCCC)=O)=O)COC(CCCCCCCC)=O |o1:17,21| Rel-(3S,4R)-3,4-bis((4-(nonanoyloxy)-3-((nonanoyloxy)methyl)butanoyl)oxy)pyrrolidin-1-ium